4-(6-chlorofuro[3,2-b]pyridin-3-yl)benzonitrile ClC=1C=C2C(=NC1)C(=CO2)C2=CC=C(C#N)C=C2